ClC=1C=C(C=CC1)C(COC(C(C)(C)C)=O)(C)NC1=NC2=C(N1)C=CC=C2CNC(N(C)C)=O.OC=2C=C(C=CC2O)C2(OC(=O)C1=CC=CC=C21)C2=CC(=C(C=C2)O)O 3,3-bis(3,4-dihydroxyphenyl)phthalide 2-(3-chlorophenyl)-2-[(4-{[(dimethylcarbamoyl)amino]methyl}-1H-1,3-benzodiazol-2-yl)amino]propyl-2,2-dimethylpropanoate